1-(2-hydroxyethyl)-1-methylpyrrolidin-1-ium OCC[N+]1(CCCC1)C